Benzindene C1C=CC2=CC=C3C(=C12)C=CC=C3